(6S,8S)-N-((1H-pyrrolo[3,2-c]pyridin-2-yl)methyl)-3-(benzylamino)-1-chloro-8-methyl-4-oxo-4,6,7,8-tetrahydropyrrolo[1,2-a]pyrazine-6-carboxamide N1C(=CC=2C=NC=CC21)CNC(=O)[C@@H]2C[C@@H](C=1N2C(C(=NC1Cl)NCC1=CC=CC=C1)=O)C